DIMETHYL-TRYPTAMINE 1,1,1,3,3,3-Hexafluoropropan-2-yl-(S)-1-(methyl(pyridin-3-yl)carbamoyl)-6-azaspiro[2.5]octan-6-carboxylat FC(C(C(F)(F)F)OC(=O)N1CCC2(C[C@@H]2C(N(C=2C=NC=CC2)C)=O)CC1)(F)F.CN(CCC1=CNC2=CC=CC=C12)C